N'-phenyl-2-(trifluoromethyl)benzoyl-hydrazine C1(=CC=CC=C1)NNC(C1=C(C=CC=C1)C(F)(F)F)=O